FC(C1=NN=C(S1)C1=NN=C2N1C=C(C=C2N2CCC(CC2)(C)O)S(=O)(=O)NC2(CC2)CF)F 3-(5-(difluoromethyl)-1,3,4-thiadiazol-2-yl)-N-(1-(fluoromethyl)cyclopropyl)-8-(4-hydroxy-4-methylpiperidin-1-yl)-[1,2,4]triazolo[4,3-a]pyridine-6-sulfonamide